3-chloro-5-((3-(2-(4-fluorophenyl)-5-(pyrrolidin-3-yl)pyridin-4-yl)-1H-pyrazol-1-yl)methyl)-N-methylbenzamide TFA salt OC(=O)C(F)(F)F.ClC=1C=C(C(=O)NC)C=C(C1)CN1N=C(C=C1)C1=CC(=NC=C1C1CNCC1)C1=CC=C(C=C1)F